BrC1=C2C(=CN3C2=C(C=C1F)C(N1[C@@H](CC3)CN(CC1)C(=O)O)=O)F (S)-3-Bromo-2,4-difluoro-14-oxo-7,8,8a,9,11,12-hexahydro-10H,14H-pyrazino[1',2':5,6][1,5]diazocino[3,2,1-hi]indole-10-carboxylic acid